5-chloro-N-(6-methoxy-2-methyl-indazol-5-yl)pyrazine-2-carboxamide ClC=1N=CC(=NC1)C(=O)NC1=CC2=CN(N=C2C=C1OC)C